(S)-5-(2-(4-(2-acetyl-5-chlorophenyl)-3-methoxy-6-oxopyridazin-1(6H)-yl)-3-phenylpropionamido)-1H-indole-2-carboxylic acid C(C)(=O)C1=C(C=C(C=C1)Cl)C=1C(=NN(C(C1)=O)[C@H](C(=O)NC=1C=C2C=C(NC2=CC1)C(=O)O)CC1=CC=CC=C1)OC